C1(OCC2CCCCC12)=O Hexahydro-isobenzofuran-1-one